6-(3-(4-isopropylpiperazin-1-yl)phenyl)-1,4-dimethyl-2-(4-(methylsulfonyl)phenyl)-1H-pyrrolo[3,2-c]pyridine C(C)(C)N1CCN(CC1)C=1C=C(C=CC1)C1=CC2=C(C(=N1)C)C=C(N2C)C2=CC=C(C=C2)S(=O)(=O)C